4-methyl-3-(prop-1-yn-1-yl)pyridazine CC1=C(N=NC=C1)C#CC